4-(1-fluorocyclopropyl)aniline methylbenzylsulfonic acid salt CC(C1=CC=CC=C1)S(=O)(=O)O.FC1(CC1)C1=CC=C(N)C=C1